(3aR,5r,6aS)-5-(4-aminophenoxy)hexahydrocyclopenta[c]pyrrole-2(1H)-carboxylic acid tert-butyl ester C(C)(C)(C)OC(=O)N1C[C@@H]2[C@H](C1)CC(C2)OC2=CC=C(C=C2)N